N-(4-((3-(2,5-dihydrofuran-2-yl)-3-phenethyl-pyrrolidin-1-yl)methyl)phenyl)acetamide O1C(C=CC1)C1(CN(CC1)CC1=CC=C(C=C1)NC(C)=O)CCC1=CC=CC=C1